C[C@H]1N(CCN(C1)CC1=CC(=NC(=C1)C(F)(F)F)N1C(C2=CC(=CC=C2C1)C1(COC1)CC1=NN=CN1C)=O)C(=O)OC(C)(C)C tert-Butyl (R)-2-methyl-4-((2-(6-(3-((4-methyl-4H-1,2,4-triazol-3-yl)methyl)-oxetan-3-yl)-1-oxoisoindolin-2-yl)-6-(trifluoromethyl)pyridin-4-yl)methyl)piperazine-1-carboxylate